beta-fluoro-5alpha-hydroxy-6beta-[2-(1H-imidazol-4-yl)ethylamino]Cholestane FC(CN[C@@H]1C[C@H]2[C@@H]3CC[C@H]([C@@H](CCCC(C)C)C)[C@]3(CC[C@@H]2[C@]2(CCCC[C@]12O)C)C)C=1N=CNC1